C1(CC1)C(C(=O)OCC)C=O ethyl cyclopropyl-3-oxopropionate